O[C@]1(OC[C@H]([C@@H]([C@H]1NC(C)=O)O)O)CO N-((2R,3R,4R,5R,6R)-2,4,5-trihydroxy(hydroxymethyl)tetrahydro-2H-pyran-3-yl)acetamide